(S)-N-hydroxy-3-phenyl-4-pivaloyl-2,3,4,5-tetrahydrobenzo[f][1,4]oxazepine-8-carboxamide ONC(=O)C1=CC2=C(CN([C@H](CO2)C2=CC=CC=C2)C(C(C)(C)C)=O)C=C1